N-[7-(3,6-Dihydro-2H-pyran-4-yl)-4-hydroxy-[1,3]thiazolo[4,5-c]-pyridin-2-yl]-2-oxa-7-azaspiro[4.4]nonane-7-carboxamide O1CCC(=CC1)C=1C2=C(C(=NC1)O)N=C(S2)NC(=O)N2CC1(CCOC1)CC2